C(C)(C)N1N=C(C=2C=NC(=CC21)NC2=NC(=NC=C2)N2CCC(CC2)OC)N2CCC(CC2)N2CCNCC2 1-isopropyl-N-(2-(4-methoxypiperidin-1-yl)pyrimidin-4-yl)-3-(4-(piperazin-1-yl)piperidin-1-yl)-1H-pyrazolo[4,3-c]pyridin-6-amine